2-(4-isopropylphenyl)-4-(thiophen-3-ylmethylene)oxazol-5(4H)-one C(C)(C)C1=CC=C(C=C1)C=1OC(C(N1)=CC1=CSC=C1)=O